C(CSSCCN=CCC1=C(C=CC=C1)O)N=CCC1=C(C=CC=C1)O 2'-[dithiobis(2,1-ethanediyl-nitriloethyl)]bisphenol